ClCCCNC(OC(C)(C)C)=O tert-butyl (3-chloropropyl)carbamate